6-(2,6-difluorophenyl)-4-((5-(methylthio)pyridin-2-yl)amino)pyridazine-3-carboxylate FC1=C(C(=CC=C1)F)C1=CC(=C(N=N1)C(=O)[O-])NC1=NC=C(C=C1)SC